4-(3-bromopropyl)benzoyl chloride BrCCCC1=CC=C(C(=O)Cl)C=C1